(Z)-2-fluoro-3-(oxazol-2-yl)acrylic acid ethyl ester C(C)OC(/C(=C/C=1OC=CN1)/F)=O